N-(1-(1-(2-oxo-1,2-dihydroquinolin-4-yl)piperidin-4-yl)ethyl)sulfamide hydrochloride Cl.O=C1NC2=CC=CC=C2C(=C1)N1CCC(CC1)C(C)NS(=O)(=O)N